C1(CC1)N1N=CC(=C1)C(=O)[C@H]1CN(CCO1)C(=O)OC(C)(C)C tert-butyl (2R)-2-(1-cyclopropylpyrazole-4-carbonyl)morpholine-4-carboxylate